(S)-2-(2-Hydroxy-propan-2-yl)-N'-((3-oxo-1,2,3,5,6,7-hexahydro-s-indacen-4-yl)carbamoyl)-thiazole-5-sulfonimidamide OC(C)(C)C=1SC(=CN1)[S@](=O)(N)=NC(NC1=C2C(CCC2=CC=2CCCC12)=O)=O